ethane-1,2-disulphonate C(CS(=O)(=O)[O-])S(=O)(=O)[O-]